CN1CC[C@@H]2[C@H]1CNC2 (3aS,6aS)-1-methyl-3,3a,4,5,6,6a-hexahydro-2H-pyrrolo[2,3-c]pyrrole